C1(CCC1)C[C@@H]1N(CCN(C1)S(=O)(=O)C)C1=NC=C2C(=N1)N(N=C2C=2C(=C(C(=C(C2)C(F)(F)F)F)O)F)C (S)-3-(6-(2-(Cyclobutylmethyl)-4-(methylsulfonyl)piperazin-1-yl)-1-methyl-1H-pyrazolo[3,4-d]pyrimidin-3-yl)-2,6-difluoro-5-(trifluoromethyl)phenol